CC1(CC1)CC1(NC(=NC2=CC(=CC=C12)C1=CC=NN1)N)N 4-((1-methylcyclopropyl)methyl)-7-(1H-pyrazol-5-yl)quinazoline-2,4-diamine